FC=1C=C(C(=NC1)C1=CC(=CN1C)C(=O)OC)OCOC methyl 5-[5-fluoro-3-(methoxymethoxy)pyridin-2-yl]-1-methylpyrrole-3-carboxylate